tert-butyl 9-(2-(2,6-dioxopiperidin-3-yl)-1,3-dioxoisoindolin-5-yl)-3,9-diazaspiro[5.5]undecane-3-carboxylate O=C1NC(CCC1N1C(C2=CC=C(C=C2C1=O)N1CCC2(CCN(CC2)C(=O)OC(C)(C)C)CC1)=O)=O